Ethyl 2-(iso-pentyl(4-methyl-4'-(2-(4-methylpiperazin-1-yl)ethyl)-[1,1'-biphenyl]-3-yl)amino)thiazole-4-carboxylate C(CC(C)C)N(C=1SC=C(N1)C(=O)OCC)C=1C=C(C=CC1C)C1=CC=C(C=C1)CCN1CCN(CC1)C